4,4'-biphenyldimethanol C1(=CC=C(C=C1)CO)C1=CC=C(C=C1)CO